[(7R)-4-(5-chloro-1,3-benzoxazol-2-yl)-7-methyl-1,4-diazepan-1-yl][5-methyl-2-(2H-1,2,3-triazol-2-yl)-phenyl]methanone ClC=1C=CC2=C(N=C(O2)N2CCN([C@@H](CC2)C)C(=O)C2=C(C=CC(=C2)C)N2N=CC=N2)C1